2-(4,4-difluoro-3-methylpiperidin-1-yl)-5,6-difluoroquinoline-3-carboxylic acid FC1(C(CN(CC1)C1=NC2=CC=C(C(=C2C=C1C(=O)O)F)F)C)F